7,12-dioxo-16-(2-oxohexahydro-1H-thieno[3,4-d]imidazol-4-yl)-3-oxa-6,8,11-triazahexadecyl methacrylate C(C(=C)C)(=O)OCCOCCNC(NCCNC(CCCCC1SCC2NC(NC21)=O)=O)=O